C(C)C1N(CN(C1)C(=O)NCC(F)(F)F)N1C=NC=2C1=C1C(=NC2)NC=C1 4-ethyl-3-(imidazo[4,5-d]pyrrolo[2,3-b]pyridin-1(6H)-yl)-N-(2,2,2-trifluoroethyl)imidazoline-1-carboxamide